ClC=1C=CC=2CC(C2C1)NC(=O)C=1N=NN(C1)CC=1N=C2N(C=C(C=C2)C2CC2)C1 N-(4-chlorobicyclo[4.2.0]octa-1(6),2,4-trien-7-yl)-1-((6-cyclopropylimidazo[1,2-a]pyridin-2-yl)methyl)-1H-1,2,3-triazole-4-carboxamide